[K].C(CC)(=O)O.C(CC)(=O)O Dipropionic acid potassium